(R)-4-isopropyl-3-((R)-2-methyl-5-hexenoyl)oxazolidine C(C)(C)[C@H]1N(COC1)C([C@@H](CCC=C)C)=O